C(C1=CC=CC=C1)OC1=NC(=CC=C1N1C(N(C2=C1C=CC(=C2)N2CCC(CC2)CCC(=O)OC(C)(C)C)C)=O)OCC2=CC=CC=C2 tert-butyl 3-[1-[1-(2,6-dibenzyloxy-3-pyridyl)-3-methyl-2-oxo-benzimidazol-5-yl]-4-piperidyl]propanoate